COC(=O)C1=CN(C=2N=CN=C(C21)N2[C@H](CN(CC2)C(=O)OC(C)(C)C)C)C2=CC(=CC=C2)Cl Methyl-(S)-4-(4-(tert-butoxycarbonyl)-2-methylpiperazin-1-yl)-7-(3-chlorophenyl)-7H-pyrrolo[2,3-d]pyrimidine-5-carboxylate